imidazolone C1C(=O)NC=N1